C(#N)C=1C=C(C(=NC1)[C@H](C)NC(CN1C(NC2=CC=C(C(=C2C1=O)F)C)=O)=O)F (S)-N-(1-(5-cyano-3-fluoropyridin-2-yl)ethyl)-2-(5-fluoro-6-methyl-2,4-dioxo-1,4-dihydroquinazolin-3(2H)-yl)acetamide